NC1(CC(CC1)CC)CO (1-amino-3-ethylcyclopentyl)methanol